1-amino-9-benzyl-3,9-diazaspiro[5.5]undecane-3-carboxylic acid tert-butyl ester C(C)(C)(C)OC(=O)N1CC(C2(CC1)CCN(CC2)CC2=CC=CC=C2)N